3,5,6-trichloropyridine sodium [Na].ClC=1C=NC(=C(C1)Cl)Cl